(2s,5r)-2,5-diethylpiperazine-1-carboxylate C(C)[C@@H]1N(C[C@H](NC1)CC)C(=O)[O-]